N-(4-((4-(2-methoxyethyl)piperazin-1-yl)methyl)pyridin-2-yl)-5-(pyridin-4-yl)thiazolo[5,4-b]pyridin-2-amine COCCN1CCN(CC1)CC1=CC(=NC=C1)NC=1SC2=NC(=CC=C2N1)C1=CC=NC=C1